3-fluoro-N-(4-methyl-3-(2-(oxetan-3-ylamino)-8,9-dihydroimidazo[1',2':1,6]pyrido[2,3-d]pyrimidin-6-yl)phenyl)-4-(trifluoromethyl)picolinamide FC=1C(=NC=CC1C(F)(F)F)C(=O)NC1=CC(=C(C=C1)C)C1=CC2=C(N=C(N=C2)NC2COC2)N2C1=NCC2